2'-chloro-2-methyl-3'-(5-(((((S)-5-oxopyrrolidin-2-yl)methyl)amino)methyl)-6-(trifluoromethyl)pyridin-2-yl)-[1,1'-biphenyl] ClC1=C(C=CC=C1C1=NC(=C(C=C1)CNC[C@H]1NC(CC1)=O)C(F)(F)F)C1=C(C=CC=C1)C